((1R,3S)-3-((7-(difluoromethyl)-5-(isopropylamino)-2,6-naphthyridin-3-yl)carbamoyl)cyclohexyl)carbamate FC(C1=NC(=C2C=C(N=CC2=C1)NC(=O)[C@@H]1C[C@@H](CCC1)NC([O-])=O)NC(C)C)F